C(C1=CC=CC=C1)N1C(C(=CC=C1)OCC1=CC=CC=C1)CC 1-benzyl-3-(benzyloxy)-2-ethylpyridine